C(CC1=CC=C(C=C1)O)C1=CC=C(C=C1)O 4,4'-(1,2-ethanediyl)bis[phenol]